C(C)(C)(C)OC([C@H](CCCCCCBr)C)=O (S)-8-bromo-2-methyl-octanoic acid tert-butyl ester